(1-methylpiperidin-4-yl)cyclopentane-1,2-diol CN1CCC(CC1)C1(C(CCC1)O)O